(Ra)-6-(4-Chloro-1-((2-fluoro-2',3',4',5'-tetrahydro-[1,1'-biphenyl]-4-yl)methyl)-1H-indazol-7-carboxamido)spiro[3.3]heptan ClC1=C2C=NN(C2=C(C=C1)C(=O)NC1CC2(CCC2)C1)CC1=CC(=C(C=C1)C=1CCCCC1)F